N-(oxetan-3-ylmethyl)-5-{4-[4-({[3-(trifluoromethoxy)phenyl]methyl}carbamoyl)-1H-1,2,3-triazol-1-yl]butyl}-1,3,4-thiadiazole-2-carboxamide O1CC(C1)CNC(=O)C=1SC(=NN1)CCCCN1N=NC(=C1)C(NCC1=CC(=CC=C1)OC(F)(F)F)=O